pentenyl-tri-n-propyl-ammonium hydroxide [OH-].C(=CCCC)[N+](CCC)(CCC)CCC